NCC=1C=CC(=C(C(=O)NC(C)C2=CC(=CC(=C2)C=2C=NN(C2)C)Br)C1)C 5-(aminomethyl)-N-(1-(3-bromo-5-(1-methyl-1H-pyrazol-4-yl)phenyl)ethyl)-2-methylbenzamide